2-(2-((8-(aminomethyl)-5,7-dihydrodibenzo[c,e]oxepin-2-yl)methoxy)phenyl)acetic acid NCC1=CC=CC=2C3=C(COCC21)C=CC(=C3)COC3=C(C=CC=C3)CC(=O)O